7,7-dimethyloxacycloheptan-4-one CC1(CCC(CCO1)=O)C